N-(2-((Methylamino)methyl)benzyl)-N-(2-oxo-2-((2'-oxo-1,1',2',3-tetrahydrospiro[indene-2,3'-pyrrolo[2,3-b]pyridin]-5-yl)amino)ethyl)tetrahydrofuran-2-carboxamide CNCC1=C(CN(C(=O)C2OCCC2)CC(NC=2C=C3CC4(C(NC5=NC=CC=C54)=O)CC3=CC2)=O)C=CC=C1